Fmoc-aspartic acid-1-benzyl ester C(C1=CC=CC=C1)OC([C@@H](NC(=O)OCC1C2=CC=CC=C2C2=CC=CC=C12)CC(=O)O)=O